[C@H]12CN(C[C@H](CC1)N2)C2=NC(=NC1=C(C(=CC=C21)C2=CNC1=CC=CC(=C21)C(F)F)F)OCC21CCCN1CCC2 4-((1R,5S)-3,8-diazabicyclo[3.2.1]octan-3-yl)-7-(4-(difluoromethyl)-1H-indol-3-yl)-8-fluoro-2-((tetrahydro-1H-pyrrolizin-7a(5H)-yl)methoxy)quinazoline